6-(4-(3-Bromoprop-1-yn-1-yl)indolin-1-yl)-N-((1R,2S)-2-fluorocyclopropyl)-8-(methylamino)imidazo[1,2-b]pyridazine-3-carboxamide BrCC#CC1=C2CCN(C2=CC=C1)C=1C=C(C=2N(N1)C(=CN2)C(=O)N[C@H]2[C@H](C2)F)NC